4-iodo-5-(trifluoromethyl)pyridin-2-amine IC1=CC(=NC=C1C(F)(F)F)N